FC(C(C)[Si](OC)(OC)N1C(CCCC1)CC)(F)F 1,1,1-trifluoropropyl-2-ethylpiperidinyl-dimethoxysilane